(E)-N-methyl-carbamate CNC([O-])=O